(3r,5r)-1-{2-[1-(cyclopropylmethyl)-6-[3-(2H-1,2,3,4-tetrazol-5-yl)phenyl]-1H-indol-2-yl]-4-methoxy-3-methylpyrazolo[1,5-a]pyridine-6-carbonyl}-5-fluoropiperidin-3-amine C1(CC1)CN1C(=CC2=CC=C(C=C12)C1=CC(=CC=C1)C=1N=NNN1)C1=NN2C(C(=CC(=C2)C(=O)N2C[C@@H](C[C@H](C2)F)N)OC)=C1C